(S)-3,4-dichloro-2-(3-(3-methoxyphenyl)-6,7-dihydro-5H-pyrrolo[2,1-c][1,2,4]triazol-6-yl)phenol ClC=1C(=C(C=CC1Cl)O)[C@@H]1CC2=NN=C(N2C1)C1=CC(=CC=C1)OC